CC(=CCNC1=C2C(=NC(=S)N1)N(C=N2)[C@H]3[C@@H]([C@@H]([C@H](O3)CO)O)O)C The molecule is a nucleoside analogue in which an adenosine residue has been modified by substitution at C-2 by a mercapto (sulfanyl) group and at the 6-amino nitrogen by a Delta(2)-isopentenyl group. It is a nucleoside analogue and an aryl thiol. It derives from an adenosine.